2,8-dicyclopropyl-6-(2,4-dimethoxypyrimidin-5-yl)imidazo[1,2-b]pyridazine C1(CC1)C=1N=C2N(N=C(C=C2C2CC2)C=2C(=NC(=NC2)OC)OC)C1